(E)-8-chloro-2,6-dimethyl-2,5-octadienene ClC=C/C(=C/CC=C(C)C)/C